C(CCCCCCC\C=C/C\C=C/CCCCC)(=O)C1(OCC(O1)CN(C)C)C(CCCCCCC\C=C/C\C=C/CCCCC)=O 2,2-dilinoleoyl-4-dimethylaminomethyl-[1,3]-dioxolane